FC=1C=CC(=C(CN2C3CN(C(C2)CC3)C3=CC=C(C=N3)C=3C=C(NC3)C=3C=NN(C3)C)C1)O 4-(6-(5-(5-fluoro-2-hydroxybenzyl)-2,5-diazabicyclo[2.2.2]oct-2-yl)pyridin-3-yl)-2-(1-methyl-1H-pyrazol-4-yl)-1H-pyrrole